CC(CC1=NN=CN1C)(C)C=1C=C(C=CC1)NC(=O)C=1C(N(C=C(C1)CNCC1COC1)CC(F)(F)F)=O N-(3-(2-methyl-1-(4-methyl-4H-1,2,4-triazol-3-yl)propan-2-yl)phenyl)-5-(((oxetan-3-ylmethyl)amino)methyl)-2-oxo-1-(2,2,2-trifluoroethyl)-1,2-dihydropyridine-3-carboxamide